N-(2-(1-((2-(2,4-dioxotetrahydropyrimidin-1(2H)-yl)-1-oxoisoindolin-5-yl)methyl)piperidin-4-yl)-6-methoxy-2H-indazol-5-yl)-6-(trifluoromethyl)picolinamide O=C1N(CCC(N1)=O)N1C(C2=CC=C(C=C2C1)CN1CCC(CC1)N1N=C2C=C(C(=CC2=C1)NC(C1=NC(=CC=C1)C(F)(F)F)=O)OC)=O